5-{2-[(3-exo)-8-azabicyclo[3.2.1]oct-3-yl(methyl)amino][1,3]thiazolo[5,4-b]pyridin-5-yl}-2-methyl-2H-indazole-7-carbonitrile hydrochloride Cl.C12CC(CC(CC1)N2)N(C=2SC1=NC(=CC=C1N2)C2=CC1=CN(N=C1C(=C2)C#N)C)C